N-(2-((1-acetylpiperidin-4-yl)amino)-8-(4-fluoro-3-hydroxyphenyl)pyrido[4,3-d]Pyrimidin-5-yl)benzamide C(C)(=O)N1CCC(CC1)NC=1N=CC2=C(N1)C(=CN=C2NC(C2=CC=CC=C2)=O)C2=CC(=C(C=C2)F)O